3-[S-(3-cyclopropyl-2-fluorophenyl)-N-methylsulfonimidoyl]-N-[2-(2,4-dimethylphenyl)-2,2-difluoroethyl]-5,6,7,8-tetrahydrocinnoline-4-carboxamide C1(CC1)C=1C(=C(C=CC1)S(=O)(=NC)C=1N=NC=2CCCCC2C1C(=O)NCC(F)(F)C1=C(C=C(C=C1)C)C)F